COCOC1=CC=C(C=C1)C=1C=C2CC(C(C2=CC1)NC(O[C@@H]1CN2CCC1CC2)=O)(C)C (S)-quinuclidin-3-yl (5-(4-(methoxymethoxy)phenyl)-2,2-dimethyl-2,3-dihydro-1H-inden-1-yl)carbamate